(2s,3aR,5r,6aS)-5-acetylamino-N-(4-(5-cyano-2,2-dimethyl-2,3-dihydro-1H-pyrrolizin-7-yl)-5-fluoropyridin-2-yl)octahydropentalene-2-carboxamide C(C)(=O)NC1C[C@H]2CC(C[C@H]2C1)C(=O)NC1=NC=C(C(=C1)C=1C=C(N2CC(CC12)(C)C)C#N)F